{4-[6-amino-5-(2,6-difluoro-benzyloxy)-pyridin-3-yl]-phenoxy}-acetic acid NC1=C(C=C(C=N1)C1=CC=C(OCC(=O)O)C=C1)OCC1=C(C=CC=C1F)F